tert-butyl 4-(3-amino-6-(2-hydroxyphenyl)pyridazin-4-yl)piperazine-1-carboxylate NC=1N=NC(=CC1N1CCN(CC1)C(=O)OC(C)(C)C)C1=C(C=CC=C1)O